FC=1C=C(SC1C(C)O)CC(C(=O)[O-])(C)C 3-[4-fluoro-5-(1-hydroxyethyl) thiophen-2-yl]-2,2-dimethylpropanoate